Cl.[NH+]1=CC=CC=C1.CC1=CC=C(C=C1)S(=O)(=O)O p-toluenesulfonic acid pyridinium hydrochloride